C(CC1CO1)C=CC1=CC=CC=C1 (3,4-epoxybutyl)styrene